C(C1=CC=CC=C1)N1C(=NC2=C1C=C(C=C2)C#N)C2=CC(=CC=C2)Cl 1-benzyl-2-(3-chlorophenyl)-1H-benzo[d]imidazole-6-carbonitrile